OC(C(C)N1CC2=CC=CC(=C2C1=O)NC(=O)C1=C(C=NC2=CC=CC=C12)C(F)(F)F)(C)C N-(2-(3-hydroxy-3-methylbutan-2-yl)-3-oxoisoindolin-4-yl)-3-(trifluoromethyl)quinoline-4-carboxamide